2-((2H-spiro[benzofuran-3,1'-cyclopropan]-4-yl)oxy)-5-nitropyridine C12(CC1)COC1=C2C(=CC=C1)OC1=NC=C(C=C1)[N+](=O)[O-]